trans-1-(4-Aminocyclohexyl)-7-chloro-3-(2-fluoro-6-methyl-phenyl)-4H-pyrido[4,3-d]pyrimidin-2-one N[C@@H]1CC[C@H](CC1)N1C(N(CC2=C1C=C(N=C2)Cl)C2=C(C=CC=C2C)F)=O